pyrazolopyridazinone C1=CN=NC2=C1N=NC2=O